FC(CC[C@@H]1N(S(C2=C(N(C1)C1=CC=CC=C1)C=C(C(=C2)OCC2(CC2)C(=O)O)SC2CC(C2)(F)F)(=O)=O)C)(C)F (S)-1-(((3-(3,3-difluorobutyl)-7-((3,3-difluorocyclobutyl)thio)-2-methyl-1,1-dioxido-5-phenyl-2,3,4,5-tetrahydrobenzo[f][1,2,5]thiadiazepin-8-yl)oxy)methyl)cyclopropanecarboxylic acid